4-(1-cyclohexyl-1H-benzo[d]Imidazol-2-ylamino)-N-hydroxybenzamide C1(CCCCC1)N1C(=NC2=C1C=CC=C2)NC2=CC=C(C(=O)NO)C=C2